C1(CC1)C=1C(=NC(=NC1)C1=NN(C2=NC=CC=C21)CC2=C(C=CC=C2)F)N 5-Cyclopropyl-2-[1-(2-fluoro-benzyl)-1H-pyrazolo[3,4-b]pyridine-3-yl]pyrimidin-4-ylamine